O=CCCC1=CC=CC=C1 3-oxo-1-phenylpropane